4-benzyloxy-6-chloro-N,N-dimethyl-pyridin-2-amine C(C1=CC=CC=C1)OC1=CC(=NC(=C1)Cl)N(C)C